1,2:7,8-Diepoxyoctane C1C(CCCCC2CO2)O1